C1(CCC(CCCCCC)O1)=O 4-decanolide